COC1=CC=C(C=C1)CN1C(C2=CC=CC(=C2C1)N(C(C)=O)CC1=CC=C2C=CC(=NC2=C1)NC(OC(C)(C)C)=O)=O tert-butyl N-{7-[(N-{2-[(4-methoxyphenyl)methyl]-1-oxo-2,3-di-hydro-1H-isoindol-4-yl}acetamido)methyl]quinolin-2-yl}carbamate